prop-2-enyl (3S)-3-[[(2S)-2-[9H-fluoren-9-ylmethoxycarbonyl(methyl)amino]-4-methylpentanoyl]-methylamino]-4-oxo-4-piperidin-1-ylbutanoate C1=CC=CC=2C3=CC=CC=C3C(C12)COC(=O)N([C@H](C(=O)N([C@@H](CC(=O)OCC=C)C(N1CCCCC1)=O)C)CC(C)C)C